NC=1N=NC(=CC1C#C[C@H]1CC[C@H](CC1)CC1N(CCNC1)C1=C2C(N(C(C2=CC(=C1)F)=O)C1C(NC(CC1)=O)=O)=O)C1=C(C=CC=C1)O 4-(((cis-4-((3-amino-6-(2-hydroxyphenyl)pyridazin-4-yl)ethynyl)cyclohexyl)methyl)piperazin-1-yl)-2-(2,6-dioxopiperidin-3-yl)-6-fluoroisoindole-1,3-dione